(R)-5-(7-Fluoro-10,11-dihydro-5H-dibenzo[b,f]azepin-3-yl)-3-imino-2,2,5-trimethylthiomorpholine 1,1-dioxide FC1=CC2=C(CCC3=C(N2)C=C(C=C3)[C@@]3(CS(C(C(N3)=N)(C)C)(=O)=O)C)C=C1